4,6-TETRADECADIEN-8,10,12-triyn-1,3-diyldiacetate C(CC(C=CC=CC#CC#CC#CC)CC(=O)[O-])CC(=O)[O-]